2,2,5-trimethyl-1-oxa-2-silacyclohexan-6-one C[Si]1(OC(C(CC1)C)=O)C